COC(CCCN(C)C)OC 4,4-dimethyloxy-N,N-dimethylbutylamine